methyl 5-[4-[4-[(4-chloro-2-pyridyl)methyl]-5-oxo-1,2,4-triazol-1-yl]-2-fluoro-phenoxy]-4-methyl-thiazole-2-carboxylate ClC1=CC(=NC=C1)CN1C=NN(C1=O)C1=CC(=C(OC2=C(N=C(S2)C(=O)OC)C)C=C1)F